OC=1C=C(C=CC1)CNC(=O)NC=1SC=C(N1)C1=CC=NC=C1 N-[(3-Hydroxyphenyl)methyl]-N'-[4-(4-pyridinyl)-2-thiazolyl]urea